((5-((diethylamino)methyl)benzene-1,2,3-triyl)tris(oxy))tris(decane-10,1-diyl)trioctanoate C(C)N(CC)CC=1C=C(C(=C(C1)OCCCCCCCCCCCCCCCCCC(=O)[O-])OCCCCCCCCCCCCCCCCCC(=O)[O-])OCCCCCCCCCCCCCCCCCC(=O)[O-]